O=C(CCOC)NCCOCCOCCNC(=O)C1=CC2=CC=CC(=C2C=C1)C1=CC=C(C=C1)C(F)(F)F N-(5-oxo-2,9,12-trioxa-6-azatetradecan-14-yl)-5-(4-(trifluoromethyl)phenyl)-2-naphthamide